CC12CCC(CC2O1)C1(OC1)C 6-methyl-3-(2-methyloxiran-2-yl)-7-oxabicyclo[4.1.0]Heptane